NC1=C2C(=NC=N1)N(N=C2C)C(C)C2=C(C(=C(C#N)C(=C2)Cl)C2CN(C2)C[C@H](C)O)OC 4-[1-(4-amino-3-methyl-1H-pyrazolo[3,4-d]pyrimidin-1-yl)ethyl]-6-chloro-2-{1-[(2S)-2-hydroxypropyl]azetidin-3-yl}-3-methoxybenzonitrile